C(C(=C)C)(=O)NC(C=C)=O N-methacryloylacrylamide